2,2-difluoro-1,1-diiodododecane FC(C(I)I)(CCCCCCCCCC)F